COC=1C=C2C(=NC=NC2=CC1OC)OC1=C(C2=CC=CC=C2C=C1)N ((6,7-dimethoxyquinazolin-4-yl)oxy)naphthalene-1-amine